(2,4-cyclopentadiene-1-yl)[(1-methylethyl)benzene] C1(C=CC=C1)C1=C(C=CC=C1)C(C)C